O=C1NC(CC[C@H]1N1CCOC2=C1C=CC=C2C2CCN(CC2)CC(=O)O)=O 2-[4-[4-[(3R)-2,6-dioxo-3-piperidyl]-2,3-dihydro-1,4-benzoxazin-8-yl]-1-piperidyl]acetic acid